ClC=1C=C(C(=NC1)OC=1C=NC=2N(C1)C=C(N2)C(=O)NC2(CCS(CC2)(=O)=O)C)OCC(F)(F)F 6-((5-Chloro-3-(2,2,2-trifluoroethoxy)pyridin-2-yl)oxy)-N-(4-methyl-1,1-dioxidotetrahydro-2H-thiopyran-4-yl)imidazo[1,2-a]pyrimidine-2-carboxamide